COCC1(CCCCC1)C(=O)N1[C@H](COC2=C(C1)C=CC(=C2)C(=O)OC)C methyl (S)-4-(1-(methoxymethyl)cyclohexane-1-carbonyl)-3-methyl-2,3,4,5-tetrahydrobenzo[f][1,4]oxazepine-8-carboxylate